2-methoxy-6-(tosyloxymethyl)tetrahydro-2H-pyran Calcium cyclohexylsulfamate C1(CCCCC1)NS([O-])(=O)=O.[Ca+2].COC1OC(CCC1)COS(=O)(=O)C1=CC=C(C)C=C1.C1(CCCCC1)NS([O-])(=O)=O